C(C)(C)(C)OC(NC=1C(=NC=CC1)C=O)=O N-(2-formyl-3-pyridinyl)carbamic acid tert-butyl ester